C(C(=C)C)(=O)OCCC[SiH](OCOCC(OCC)OCC)C (methacryloxypropyl)methyldiethoxyethoxymethoxysilane